OC1=CC=C(C=C1)SCCCSC1=CC=C(C=C1)O 1,3-bis(4-hydroxyphenylthio)-propane